methyl 4-(3-hydroxy-6,7-dimethoxy-4-oxo-4H-chromen-2-yl)benzoate OC1=C(OC2=CC(=C(C=C2C1=O)OC)OC)C1=CC=C(C(=O)OC)C=C1